FC(C=1C(=C(NC=2C3=C(N=CN2)C=CC(=N3)N3[C@@H]2CN([C@H](C3)C2)C(C=C)=O)C=CC1)F)F 1-[(1S,4S)-5-[4-[3-(Difluoromethyl)-2-fluoro-anilino]pyrido[3,2-d]pyrimidin-6-yl]-2,5-diazabicyclo[2.2.1]heptan-2-yl]prop-2-en-1-one